5-(acetyl-amino)-2,4,6-triiodo-1,3-benzenedicarbonyl dichloride C(C)(=O)NC=1C(=C(C(=C(C1I)C(=O)Cl)I)C(=O)Cl)I